3-bromo-5-(4-chlorophenoxy)-1-isopropyl-1H-1,2,4-triazole BrC1=NN(C(=N1)OC1=CC=C(C=C1)Cl)C(C)C